2-chloro-4-(S-(1-(4,4-difluorocyclohexanecarbonyl)-1,2,3,6-tetrahydropyridin-4-yl)-1,3,4-thiadiazol-2-yl)-N,N-dimethylbenzamide ClC1=C(C(=O)N(C)C)C=CC(=C1)C=1S(C=NN1)C=1CCN(CC1)C(=O)C1CCC(CC1)(F)F